O=C1N[C@H]2[C@@H](OC1)CCN(C2)C(=O)OC2=CC=C(C=C2)[N+](=O)[O-] (+)-4-Nitrophenyl (4aR,8aS)-3-oxohexahydro-2H-pyrido[4,3-b][1,4]oxazine-6(5H)-carboxylate